3-[2-(6-Chloro-4-cyclopropyl-3-fluorocinnolin-7-yl)ethynyl]-1-[5-(methoxymethyl)-1-(prop-2-enoyl)pyrrolidin-3-yl]-5-(methylamino)pyrazole-4-carboxamide ClC=1C=C2C(=C(N=NC2=CC1C#CC1=NN(C(=C1C(=O)N)NC)C1CN(C(C1)COC)C(C=C)=O)F)C1CC1